P(=O)(O)(O)[O-].FC(C1=NC=CC(=C1)C1=NC(=C(C=C1)OC[C@](CC(C)C)([NH3+])C)C(F)F)F (S)-1-((2',6-bis(difluoromethyl)-[2,4'-bipyridyl]-5-yl)oxy)-2,4-dimethylpentan-2-aminium dihydrogen phosphate